CN1C(N(C2=C1C=C(C=C2)N2CC(CCC2)NC)C2C(NC(CC2)=O)=O)=O 3-(3-methyl-5-(3-(methylamino)piperidin-1-yl)-2-oxo-2,3-dihydro-1H-benzo[d]imidazol-1-yl)piperidine-2,6-dione